COC=1C=C(C=CC1OC)C=1NC2=CC=C(C=C2C1CC)C(=O)N(CC=1C=NC=CC1)C 2-(3,4-dimethoxyphenyl)-3-ethyl-N-methyl-N-(pyridin-3-ylmethyl)-1H-indole-5-carboxamide